C123C(C45C(CC1)(O4)O5)(O2)O3 tetra-epoxycyclohexane